3-(4-((2-(dimethylamino)ethyl)aminocarbonyl)phenyl)-1H-1,2,4-triazole-3,5-diamine CN(CCNC(=O)C1=CC=C(C=C1)C1(NNC(=N1)N)N)C